tert-butyl 4-{4-[(3-methyl-4-{5H,6H,8H-[1,2,4]triazolo[1,5-a]pyrazin-7-ylmethyl}phenyl)amino]pyrido[3,4-d]pyrimidin-6-yl}piperazine-1-carboxylate CC=1C=C(C=CC1CN1CC=2N(CC1)N=CN2)NC=2C1=C(N=CN2)C=NC(=C1)N1CCN(CC1)C(=O)OC(C)(C)C